tert-butyl (R)-7-(5-((1-(tert-butoxycarbonyl)pyrrolidin-3-yl)(methyl)amino)-4,4-difluoropentyl)-3,4-dihydro-1,8-naphthyridine-1(2H)-carboxylate C(C)(C)(C)OC(=O)N1C[C@@H](CC1)N(CC(CCCC1=CC=C2CCCN(C2=N1)C(=O)OC(C)(C)C)(F)F)C